C(=O)(OC(C)(C)C)N[C@H](CI)C(=O)OC methyl (S)-N-BOC-3-iodoalaninate